4-(3-isopropyl-1H-indol-5-yl)-2-oxopiperidine-1-carboxylic acid tert-butyl ester C(C)(C)(C)OC(=O)N1C(CC(CC1)C=1C=C2C(=CNC2=CC1)C(C)C)=O